[Si](C)(C)(C(C)(C)C)O[C@@H]1[C@@](O[C@H]([C@H]1F)N1C(NC(C(=C1)F)=O)=O)(C=O)CO[Si](C)(C)C(C)(C)C (2R,3R,4S,5R)-3-[(tert-butyldimethylsilyl)oxy]-2-{[(tert-butyldimethylsilyl)oxy]methyl}-4-fluoro-5-(5-fluoro-2,4-dioxo-3H-pyrimidin-1-yl)oxolane-2-carbaldehyde